{3-[4-(7H-pyrrolo[2,3-d]pyrimidin-4-yl)-1H-pyrazol-1-yl]-1-[1-(2,3,4,5-tetrafluorobenzoyl)piperidin-4-yl]azetidin-3-yl}acetonitrile N1=CN=C(C2=C1NC=C2)C=2C=NN(C2)C2(CN(C2)C2CCN(CC2)C(C2=C(C(=C(C(=C2)F)F)F)F)=O)CC#N